[Co](O)O Cobalt (II) hydroxide